Ethyl 3-((4-carbamoylphenoxy)methyl)-5-chlorobenzo[b]thiophene-2-carboxylate C(N)(=O)C1=CC=C(OCC=2C3=C(SC2C(=O)OCC)C=CC(=C3)Cl)C=C1